(S)-1-(4,4-dimethyltetrahydrofuran-3-yl)-2-(2,3,6-trifluoro-4-(5-fluoro-6-((4-fluorobenzyl)oxy)pyridin-2-yl)benzyl)-1H-benzo[d]imidazole-6-carboxylic acid CC1([C@@H](COC1)N1C(=NC2=C1C=C(C=C2)C(=O)O)CC2=C(C(=C(C=C2F)C2=NC(=C(C=C2)F)OCC2=CC=C(C=C2)F)F)F)C